FC(F)(F)S(=O)(=O)OC1=CC2=C(CCN(C(C2)=O)CCO[Si](C2=CC=CC=C2)(C2=CC=CC=C2)C(C)(C)C)C=C1 3-(2-((tert-butyldiphenylsilyl) oxy) ethyl)-4-oxo-2,3,4,5-tetrahydro-1H-benzo[d]azepin-7-yl trifluoromethylsulfonate